C(C)C1CNCCN1C(C)C 3-ethyl-4-isopropylpiperazine